6-morpholino-2-(3-(m-tolyl)-1H-pyrazol-1-yl)-9H-purine-8-carboxylic acid O1CCN(CC1)C1=C2N=C(NC2=NC(=N1)N1N=C(C=C1)C=1C=C(C=CC1)C)C(=O)O